(2S,3S)-1,3-Diphenyl-2-(phenylamino)butan-1-one C1(=CC=CC=C1)C([C@H]([C@@H](C)C1=CC=CC=C1)NC1=CC=CC=C1)=O